ONC(CCO)=O N,3-dihydroxypropanamide